Perfluorophenyl 5-((ethoxy(hydroxy)phosphoryl)difluoromethyl)-6-fluorobenzo[b]thiophene-2-carboxylate C(C)OP(=O)(O)C(C1=CC2=C(SC(=C2)C(=O)OC2=C(C(=C(C(=C2F)F)F)F)F)C=C1F)(F)F